CC=1C=CC(=C(CC2N(CCC(C2)N)C)C1)OCC1=CC=C(C=C1)F (5-methyl-2-((4-fluorobenzyl)oxy)benzyl)-1-methylpiperidin-4-amine